3-(tert-butyl) 4-methyl pyridine-3,4-dicarboxylate N1=CC(=C(C=C1)C(=O)OC)C(=O)OC(C)(C)C